(R)-N-(3-chlorobenzyl)-1-((2-(2-fluorophenyl)-5-methyloxazol-4-yl)methyl)piperidin-3-carboxamide ClC=1C=C(CNC(=O)[C@H]2CN(CCC2)CC=2N=C(OC2C)C2=C(C=CC=C2)F)C=CC1